8-Cyclopropyl-2-{[(2S)-1,4-dioxan-2-yl]methyl}-4,5-dihydro-2H-furo[2,3-g]indazole-7-carboxylic acid C1(CC1)C1=C(OC=2CCC3=CN(N=C3C21)C[C@@H]2OCCOC2)C(=O)O